1-methyl-7-[4-(2-tetrahydropyran-4-yloxyethoxy)phenoxy]indazol-5-amine CN1N=CC2=CC(=CC(=C12)OC1=CC=C(C=C1)OCCOC1CCOCC1)N